bis(4-(7-aza-benzoxazol-2-yl)-phenyl)-(4-carbazole-9-yl-phenyl)-amine O1C(=NC2=C1N=CC=C2)C2=CC=C(C=C2)N(C2=CC=C(C=C2)N2C1=CC=CC=C1C=1C=CC=CC21)C2=CC=C(C=C2)C=2OC1=C(N2)C=CC=N1